C1(=CC(=CC=C1)C1=NN(C=C1)CC1=CC=NC=C1)C1=CC=CC=C1 4-((3-([1,1'-biphenyl]-3-yl)-1H-pyrazol-1-yl)methyl)pyridine